ClC=1C=C(C(=C(C1)C)N=C=O)C(F)(F)F 5-chloro-2-isocyanato-1-methyl-3-(trifluoromethyl)benzene